[C@]12(CCCC3=CC=CC=C13)[C@H](C2)C(=O)O |o1:0,10| (1S*,2S*)-3',4'-dihydro-2'H-spiro[cyclopropane-1,1'-naphthalene]-2-carboxylic acid